CC=1NC(=C(N1)C#N)C#N 2-methyl-4,5-dicyanoimidazole